FC=1C=C(C=CC1)C1=C(C=CC=C1)C(/C=C/C=1C=CC(=C(C1)B(O)O)OC)=O (E)-(5-(3-(3'-Fluoro[1,1'-biphenyl]-2-yl)-3-oxoprop-1-en-1-yl)-2-methoxyphenyl)boronic Acid